(5-aminopyridin-2-yl)(4-isopropylpiperazin-1-yl)methanone NC=1C=CC(=NC1)C(=O)N1CCN(CC1)C(C)C